ClC1=C(OCC2OCCCC2)C=CC(=C1)[N+](=O)[O-] 2-[(2-chloro-4-nitro-phenoxy)methyl]tetrahydropyran